ClC=1C=2C(N=C3N(C2C=CC1)C1=CC(=CC=C1C3(C)C)C3CCN(CC3)CC3CC(C3)C(=O)O)=O 3-((4-(4-chloro-7,7-dimethyl-5-oxo-5,7-dihydroindolo[1,2-a]quinazolin-10-yl)piperidin-1-yl)methyl)cyclobutanecarboxylic acid